pentamethylcyclopentadienyl(1-phenethylindenyl)hafnium CC1=C(C(=C(C1([Hf]C=1C(C2=CC=CC=C2C1)CCC1=CC=CC=C1)C)C)C)C